BrC=1C(=C(C=CC1)S(=O)(=O)NCCC(=O)OC(C)(C)C)C tert-Butyl 3-(3-bromo-2-methylphenylsulfonamido)propanoate